dimethyl-1,3-propylene glycol CC(CO)(CO)C